6-bromo-7-ethoxy-4-(5-phenyl-2-((2-(trimethylsilyl)ethoxy)methyl)-2H-1,2,3-triazol-4-yl)quinazoline BrC=1C=C2C(=NC=NC2=CC1OCC)C1=NN(N=C1C1=CC=CC=C1)COCC[Si](C)(C)C